O=C1N(CCC(N1)=O)C1=CN=CC2=C(C=CC=C12)C1CCN(CC1)CC1CCC(CC1)N1N=C2C=C(C(=CC2=C1)NC(=O)C1=NC(=CC=C1)C(F)(F)F)C(C)(C)O N-[2-[4-[[4-[4-(2,4-dioxohexahydropyrimidin-1-yl)-8-isoquinolyl]-1-piperidyl]methyl]cyclohexyl]-6-(1-hydroxy-1-methyl-ethyl)indazol-5-yl]-6-(trifluoromethyl)pyridine-2-carboxamide